Ethyl (E)-4-[4-(2-benzyloxy-7-chloro-10,11-dihydro-dibenzo[b,f]azepin-5-yl)-butylamino]-but-2-enoate C(C1=CC=CC=C1)OC1=CC2=C(N(C3=C(CC2)C=CC(=C3)Cl)CCCCNC/C=C/C(=O)OCC)C=C1